CC1=CN=CC(=N1)C(C)=O 1-(6-methyl-2-pyrazinyl)-1-ethanone